C1(=CC=CC=C1)CNC1=C2N=CNC2=NC=N1 N-(Phenylmethyl)-9H-purin-6-amine